C1(CCCC1)C=1C2=C(N=C(N1)NC1=NC=C(C=C1)N1CCNCC1)NC(=C2)C(=O)NC2=CC=CC=C2 cyclopentyl-N-phenyl-2-((5-(piperazin-1-yl)pyridin-2-yl)amino)-7H-pyrrolo[2,3-d]pyrimidine-6-carboxamide